C[C@@H]1COCCN1C=1C2=C(N=C(N1)C1=C3C(=NC=C1)NC=C3)C(=CS2)CN2CC(C2)C#N (R)-1-((4-(3-methylmorpholino)-2-(1H-pyrrolo[2,3-b]pyridine-4-yl)thieno[3,2-d]pyrimidin-7-yl)methyl)azetidine-3-carbonitrile